2-[[4-[6-[(4-cyano-2-fluoro-phenyl)methoxy]-2-pyridyl]-2-fluoro-5-methyl-phenyl]methyl]-3-[[oxetan-2-yl]methyl]benzimidazole-5-carboxylic acid C(#N)C1=CC(=C(C=C1)COC1=CC=CC(=N1)C1=CC(=C(C=C1C)CC=1N(C2=C(N1)C=CC(=C2)C(=O)O)CC2OCC2)F)F